N(=[N+]=[N-])[C@H]1C(O[C@@H](CC1)[C@H](C)N(C(=O)OCC1=CC=CC=C1)CC1=CC=CC=C1)O\C(\C(F)(F)F)=N\C1=CC=CC=C1 [(3R,6S)-3-azido-6-[(1S)-1-[benzyl(benzyloxycarbonyl)amino]ethyl]tetrahydropyran-2-yl](1E)-2,2,2-trifluoro-N-phenyl-ethanimidate